2-amino-4-(1-(tetrahydro-2H-pyran-2-yl)-1H-pyrazol-5-yl)benzaldehyde NC1=C(C=O)C=CC(=C1)C1=CC=NN1C1OCCCC1